([1,1'-biphenyl]-4-ylmethyl)-5,6-dihydroxy-2-methylpyrimidine-4-carboxamide C1(=CC=C(C=C1)CNC(=O)C1=NC(=NC(=C1O)O)C)C1=CC=CC=C1